FC1=CC(=C(N)C=C1)C(C)C 4-fluoro-2-isopropylaniline